ClC1=C(C(=C(C=C1OC)OC)Cl)NC1=NC=CC=C1C1=NC(=NC=N1)NC=1C=NN(C1)C (2-((2,6-dichloro-3,5-dimethoxyphenyl)amino)pyridin-3-yl)-N-(1-methyl-1H-pyrazol-4-yl)-1,3,5-triazin-2-amine